1-cyanoacetyl-3,5-dimethylpyrazole CC1=CC(=NN1C(=O)CC#N)C